4-bromo-2-methoxybenzenesulfonamide BrC1=CC(=C(C=C1)S(=O)(=O)N)OC